C1=NC=CC2=C(C=CC=C12)NC1C2=C(C=3N(CC1)N=NC3C)C=CC=C2 N-(isoquinolin-5-yl)-1-methyl-6,7-dihydro-5H-benzo[c][1,2,3]triazolo[1,5-a]azepin-7-amine